CSCC1CCN(CC1)C(=O)OC(C)(C)C tert-Butyl 4-[(methylsulfanyl)methyl]piperidine-1-carboxylate